F\C(\C(=O)NC=1C=C2C(=NC=NC2=CC1OC)NC1=C(C=C(C(=C1)C)OC=1C=NC=2N(C1)N=CC2)OC)=C\[C@@H]2N(CCC2)C (R,E)-2-fluoro-N-(7-methoxy-4-((2-methoxy-5-methyl-4-(pyrazolo[1,5-a]pyrimidin-6-yloxy)phenyl)amino)quinazolin-6-yl)-3-(1-methylpyrrolidin-2-yl)acrylamide